OC1=[C]C=C(C(=O)NC2=C[C]=C(C=C2)O)C=C1 4-hydroxy-N-(4-hydroxy-3λ3-phenyl)3λ3-benzamide